5-(trifluoromethyl)pyridine-2,3-diamine FC(C=1C=C(C(=NC1)N)N)(F)F